3-(4-(2-(((3R,4S)-3-Fluoro-1-(methylsulfonyl)piperidin-4-yl)amino)-5-(trifluoro-methyl)pyrimidin-4-yl)-1H-imidazol-1-yl)-2-(trifluoro-methyl)benzonitrile F[C@@H]1CN(CC[C@@H]1NC1=NC=C(C(=N1)C=1N=CN(C1)C=1C(=C(C#N)C=CC1)C(F)(F)F)C(F)(F)F)S(=O)(=O)C